tert-butyl (3S,4R)-4-amino-3-fluoro-piperidine-1-carboxylate N[C@H]1[C@H](CN(CC1)C(=O)OC(C)(C)C)F